C(CCC)C1N(S(C2=C(N(C1)C1=CC=C(C=C1)F)C=C(C(=C2)O/C=C/C(=O)O)SCC)(=O)=O)C (E)-3-((3-butyl-7-(ethylthio)-5-(4-fluorophenyl)-2-methyl-1,1-dioxido-2,3,4,5-tetrahydro-1,2,5-benzothiadiazepin-8-yl)oxy)acrylic acid